ClC1=C(C=C(C=C1)[C@@H]1O[C@@H]([C@H]([C@@H]([C@H]1O)O)O)CO)CC1=CC=C2CCNCC2=C1 (2S,3R,4R,5S,6R)-2-[4-Chloro-3-(1,2,3,4-tetrahydro-isoquinolin-7-ylmethyl)-phenyl]-6-hydroxymethyl-tetrahydro-pyran-3,4,5-triol